ON=C(C1=CN=CC=C1)N N'-hydroxy-nicotinimidamide